C(C)(=O)O.C(C)(=O)O.C(C)(=O)O.C(C)(=O)O.O=C[C@H](O)[C@@H](O)[C@@H](O)[C@H](O)CO galactose tetraacetate